3-propylbenzene-1-sulfonamide C(CC)C=1C=C(C=CC1)S(=O)(=O)N